N,N'-di-(3-(p-toluenesulfonyloxy)phenyl)urea CC1=CC=C(C=C1)S(=O)(=O)OC=1C=C(C=CC1)NC(=O)NC1=CC(=CC=C1)OS(=O)(=O)C1=CC=C(C)C=C1